2'-chloro-N-{5-[3-(dimethylamino)cyclobutanecarbonyl]-4H,5H,6H-pyrrolo[3,4-d][1,3]thiazol-2-yl}-5'-methoxy-6-methyl-[4,4'-bipyridine]-3-carboxamide ClC1=NC=C(C(=C1)C1=C(C=NC(=C1)C)C(=O)NC=1SC2=C(N1)CN(C2)C(=O)C2CC(C2)N(C)C)OC